2-ethoxy-1-methylethyl acetate C(C)(=O)OC(COCC)C